(2S)-2-[[5-(3-tert-butyl-1,2,4-oxadiazol-5-yl)-2-(4-methylsulfonylanilino)-pyrimidin-4-yl]amino]-2-phenyl-ethanol C(C)(C)(C)C1=NOC(=N1)C=1C(=NC(=NC1)NC1=CC=C(C=C1)S(=O)(=O)C)N[C@H](CO)C1=CC=CC=C1